2-butyl-2-ethyl-1,3-O-bis[(3-ethyloxetan-3-yl)methoxymethyl]-propane-1,3-diol C(CCC)C(C(O)COCC1(COC1)CC)(COCOCC1(COC1)CC)CC